1-(4-{4-[2-(4,4-difluoropiperidin-1-yl)acetamido]-1H-1,2,3-triazol-1-yl}butyl)-N-{[2-fluoro-5-(trifluoromethoxy)phenyl]methyl}-1H-1,2,3-triazole-4-carboxamide FC1(CCN(CC1)CC(=O)NC=1N=NN(C1)CCCCN1N=NC(=C1)C(=O)NCC1=C(C=CC(=C1)OC(F)(F)F)F)F